(1-(4-cyclobutyl-5-(2-ethyl-1H-imidazol-5-yl)-2-methylbenzoyl)piperidin-4-yl)benzonitrile C1(CCC1)C1=CC(=C(C(=O)N2CCC(CC2)C2=C(C#N)C=CC=C2)C=C1C1=CN=C(N1)CC)C